1,2-bis(4-hydroxyphenoxy)ethane OC1=CC=C(OCCOC2=CC=C(C=C2)O)C=C1